lead-potassium [K].[Pb]